1,1-difluoro-2-(bromodifluoromethoxy)ethene FC(=COC(F)(F)Br)F